ClC1=CC=C(CC[Mg]Br)C=C1 4-chlorophenethylmagnesium bromide